tert-butyl (S)-4-(7-(5-cyano-1-methyl-1H-pyrrol-2-yl)-5-cyclopropyl-7H-pyrrolo[2,3-d]pyrimidin-4-yl)-3-methylpiperazine-1-carboxylate C(#N)C1=CC=C(N1C)N1C=C(C2=C1N=CN=C2N2[C@H](CN(CC2)C(=O)OC(C)(C)C)C)C2CC2